Cl.Cl.C1=NC(=CC2=CC=CC=C12)C1=NC2=C(N1)C=CC(=C2)C(=N)N 2-(isoquinolin-3-yl)-1H-benzo[d]imidazole-5-carboxamidine dihydrochloride